ClC=1N=CC=C2C1N(C(=C2)C(=O)NC21CC(C2)(C1)F)COCC[Si](C)(C)C 7-chloro-N-[3-fluorobicyclo[1.1.1]pentan-1-yl]-1-[[2-(trimethylsilyl)ethoxy]methyl]pyrrolo[2,3-c]pyridine-2-carboxamide